3,5-Diiodo-4-hydroxybenzaldehyde IC=1C=C(C=O)C=C(C1O)I